2-amino-5-fluoro-1-benzothiophene-3-carbonitrile NC=1SC2=C(C1C#N)C=C(C=C2)F